6-chloro-4-(6-methylindolin-1-yl)pyrido[3,2-d]pyrimidine ClC=1C=CC=2N=CN=C(C2N1)N1CCC2=CC=C(C=C12)C